CC1(CC2(C1)CN(CC2)C(=O)OC(C)(C)C)OC=2C=1N(C=C(N2)C=2C=NN(C2)C)N=CC1 tert-butyl 2-methyl-2-[6-(1-methylpyrazol-4-yl)pyrazolo[1,5-a]pyrazin-4-yl]oxy-6-azaspiro[3.4]octane-6-carboxylate